C(C)S(=O)(=N)C=1C=C(C=2N(C1)N=CC2C#N)C=2C=NC(=CC2)N2CC1N(C(C2)C1)CC=1C=NC(=CC1)OC 6-(Ethylsulfonimidoyl)-4-(6-(6-((6-methoxypyridin-3-yl)methyl)-3,6-diazabicyclo[3.1.1]heptan-3-yl)pyridin-3-yl)pyrazolo[1,5-a]pyridine-3-carbonitrile